N1N=CC2=CC(=CC=C12)NC1=NC(=NC=C1)C=1C=CC2=C(SC(=C2)C(=O)NC2=C(C=NC=C2)Cl)C1 6-(4-((1H-indazol-5-yl)amino)pyrimidin-2-yl)-N-(3-chloropyridin-4-yl)benzo[b]thiophene-2-carboxamide